OC(CNC(=O)C=1N=NC(=CC1)N1CCC(CC1)C(C1=C(C=CC=C1)C)=O)C=1C=NC=CC1 6-[4-(2-methylbenzoyl)piperidin-1-yl]pyridazine-3-carboxylic acid (2-hydroxy-2-pyridin-3-ylethyl)amide